2-Chloro-1-(3-(4-(1,2-dihydroxyethyl)-1-(4-(trifluoromethoxy)phenyl)-1H-pyrazolo[3,4-b]pyridin-3-yl)azetidin-1-yl)prop-2-en-1-one ClC(C(=O)N1CC(C1)C1=NN(C2=NC=CC(=C21)C(CO)O)C2=CC=C(C=C2)OC(F)(F)F)=C